(furan-2-yl-methyl)-1-tosylpyrrolidine-2-carboxamide O1C(=CC=C1)CC1(N(CCC1)S(=O)(=O)C1=CC=C(C)C=C1)C(=O)N